2-amino-3-methyl-N'-(methyl-d3)-N'-(pyrimidin-2-yl)-N-((5-(trifluoromethyl)pyridin-2-yl)methyl)quinoline-6-carbohydrazide NC1=NC2=CC=C(C=C2C=C1C)C(=O)N(N(C1=NC=CC=N1)C([2H])([2H])[2H])CC1=NC=C(C=C1)C(F)(F)F